ClC=1C(=CC(=NC1)NC(=O)C1CC(CCC1)NC(CC#N)=O)C1=CC2=C(N=C3COCC(N32)(C)C)C(=C1)F N-(5-chloro-4-(9-fluoro-4,4-dimethyl-3,4-dihydro-1H-benzo[4,5]imidazo[2,1-c][1,4]oxazin-7-yl)pyridin-2-yl)-3-(2-cyanoacetamido)cyclohexane-1-carboxamide